C(C)(C)(C)OC(=O)N(C)CC1=C(CN(C(=O)C2(CCN(CC2)C(=O)OCC2=CC=CC=C2)C)CC(=O)OC)C=CC=C1 Benzyl 4-((2-(((tert-butoxycarbonyl) (methyl) amino) methyl) benzyl) (2-methoxy-2-oxoethyl) carbamoyl)-4-methylpiperidine-1-carboxylate